[Mn+4].P(=O)([O-])([O-])OP(=O)([O-])[O-] pyrophosphoric acid manganese salt